(6,6'-dimethoxybiphenyl-2,2'-diyl)bis[bis(3,5-diphenylphenyl)phosphine] COC1=CC=CC(=C1C1=C(C=CC=C1OC)P(C1=CC(=CC(=C1)C1=CC=CC=C1)C1=CC=CC=C1)C1=CC(=CC(=C1)C1=CC=CC=C1)C1=CC=CC=C1)P(C1=CC(=CC(=C1)C1=CC=CC=C1)C1=CC=CC=C1)C1=CC(=CC(=C1)C1=CC=CC=C1)C1=CC=CC=C1